C(C)OC(CC1CC(CCC1)C=1C(=NC(=CC1)C=1N=NN(C1COC1=NC=CC(=N1)C1CCC1)C)C)=O 2-{3-[6-(5-{[(4-Cyclobutylpyrimidin-2-yl)oxy]methyl}-1-methyl-1H-1,2,3-triazol-4-yl)-2-methylpyridin-3-yl]cyclohexyl}acetic acid ethyl ester